(R)-(-)-octanol C(CCCCCCC)O